4-{[6-(5-Chloro-2-Fluorophenyl)Pyridazin-4-yl]Amino}Quinolin-7-yl 7-Methyl-2,7-Diazaspiro[3.5]Nonan-2-Carboxylat CN1CCC2(CN(C2)C(=O)OC2=CC=C3C(=CC=NC3=C2)NC2=CN=NC(=C2)C2=C(C=CC(=C2)Cl)F)CC1